2-(5'-tert-butyl-2'-hydroxyphenyl)-benzotriazole C(C)(C)(C)C=1C=CC(=C(C1)N1N=C2C(=N1)C=CC=C2)O